3-Methoxy-4-(((1-methyl-1H-pyrazolo[3,4-d]pyrimidin-4-yl)amino)methyl)-benzenesulfonamide COC=1C=C(C=CC1CNC1=C2C(=NC=N1)N(N=C2)C)S(=O)(=O)N